C1(=CC=CC=C1)COC(=O)N1CCNC([C@@H](C1)NC1=NC=2C(=CC=CC2C=2N1N=C(N2)C=2C=NN(C2)C)Cl)=O (6R)-6-{[7-chloro-2-(1-methyl-1H-pyrazol-4-yl)[1,2,4]triazolo[1,5-c]quinazolin-5-yl]amino}-5-oxo-1,4-diazacycloheptane-1-carboxylic acid phenylmethyl ester